CC([O-])C.[Al+3].CC([O-])C.CC([O-])C aluminum isopropoxide salt